NC1=NN2C(C=C(C=C2)C=2C=C(C(=NC2)OCCC)C(=O)NCC2=C(C=CC=C2)SC2=C(C=CC=C2)CO)=N1 5-{2-Amino-[1,2,4]triazolo[1,5-a]pyridin-7-yl}-N-[(2-{[2-(hydroxymethyl)phenyl]sulfanyl}phenyl)methyl]-2-propoxypyridine-3-carboxamide